C(C=C)(=O)N1C[C@@H](CC1)N1C(N(C=2C=NC=CC21)C2=CC(=CC=C2)OC2=CC(=CC=C2)OC2CC2)=O (R)-1-(1-acryloylpyrrolidin-3-yl)-3-(3-(3-cyclopropoxyphenoxy)phenyl)-1H-imidazo[4,5-c]pyridin-2(3H)-one